[Na+].CC1[C@](N(CC1)C1CC1)(C(=O)[O-])C dimethylcyclopropyl-proline sodium salt